3-(5-bromo-1-oxoisoindol-2-yl)-1-(4-methoxybenzyl)piperidine-2,6-dione BrC=1C=C2CN(C(C2=CC1)=O)C1C(N(C(CC1)=O)CC1=CC=C(C=C1)OC)=O